FC(OC[C@H]1N(C[C@H](C1)OC1=NC=C(C=C1)OC)C1=CC=C(C(=O)OC)C=C1)F methyl 4-((2S,4S)-2-((difluoromethoxy)methyl)-4-((5-methoxypyridin-2-yl)oxy)pyrrolidin-1-yl)benzoate